[K].[Fe].[Li] lithium iron potassium